C(C=C)(=O)NC=1C=C(C=CC1N1[C@H](CN(CC1)C1COC1)C)C1=CC2=C(N=CN=C2C2=C(C(=NC=C2)NC(C2=C(C=C(C=C2)C2CC2)F)=O)CO)N1 (S)-N-(4-(6-(3-acrylamido-4-(2-methyl-4-(oxetan-3-yl)piperazin-1-yl)phenyl)-7H-pyrrolo[2,3-d]pyrimidin-4-yl)-3-(hydroxymethyl)pyridin-2-yl)-4-cyclopropyl-2-fluorobenzamide